OCC(C(=O)N(C1=CC=CC=C1)C1=CC(=C(C=C1)O)C)C 3-hydroxy-N-(4-hydroxy-3-methylphenyl)-2-methyl-N-phenylPropionamide